rac-(2S,3R,4R)-1-acetyl-2,3-dimethyl-N-(2-(methylamino)ethyl)-4-((6-methylpyridin-2-yl)amino)-1,2,3,4-tetrahydroquinoline-6-carboxamide C(C)(=O)N1[C@H]([C@@H]([C@H](C2=CC(=CC=C12)C(=O)NCCNC)NC1=NC(=CC=C1)C)C)C |r|